FC=1C=C2C(=C(NC2=CC1N1CCOCC1)C(=O)O)C 5-fluoro-3-methyl-6-morpholino-1H-indole-2-carboxylic acid